N-(benzofuran-5-yl)-3-(4-hydroxyphenyl)propanamide O1C=CC2=C1C=CC(=C2)NC(CCC2=CC=C(C=C2)O)=O